C1N(CCC2=CC=CC=C12)C[C@H](CN1CCOC2=C(C1=O)C=CC(=C2)O[C@H]2CN(CC2)C2COC2)O 4-[(2R)-3-(3,4-dihydro-1H-isoquinolin-2-yl)-2-hydroxy-propyl]-8-[(3R)-1-(oxetane-3-yl)pyrrolidin-3-yl]oxy-2,3-dihydro-1,4-benzoxazepin-5-one